3-((2S)-3-(8-(4-chlorophenylsulfonyl)-1-oxa-8-azaspiro[4.5]decan-3-ylamino)-2-hydroxypropoxy)-N-methylbenzenesulfonamide ClC1=CC=C(C=C1)S(=O)(=O)N1CCC2(CC(CO2)NC[C@@H](COC=2C=C(C=CC2)S(=O)(=O)NC)O)CC1